ClCC(=O)N1C(COC12COC2)C2=CC=CC=C2 2-chloro-1-(7-phenyl-2,5-dioxa-8-azaspiro[3.4]oct-8-yl)ethan-1-one